C(C1=CC=CC=C1)NC1=NC=CC=2CCCC(C12)=O 1-(benzylamino)-6,7-dihydroisoquinolin-8(5H)-one